C[Si](CCOCN1N=CC(=C1)C1=CC=C(C=C1)NC1=NC(=NC2=CC=CC=C12)C=CC(=O)OC1=CC=CC=C1)(C)C phenyl (3-(4-((4-(1-((2-(trimethylsilyl) ethoxy) methyl)-1h-pyrazol-4-yl) phenyl) amino) quinazolin-2-yl) acrylate)